C1=CC(=CC=C1F)Br p-bromofluorobenzene